3-[5-(2-furyl)-3-(trifluoromethyl)-1H-pyrazol-1-yl]benzaldehyde O1C(=CC=C1)C1=CC(=NN1C=1C=C(C=O)C=CC1)C(F)(F)F